imino({[1-(8-methoxycinnolin-4-yl)piperidin-4-yl]methyl})methyl-λ6-sulfanone N=S(=O)(C)CC1CCN(CC1)C1=CN=NC2=C(C=CC=C12)OC